7-methoxy-6-(2-methyl-propane-2-sulfonyl)imidazo[1,2-a]Pyridine COC1=CC=2N(C=C1S(=O)(=O)C(C)(C)C)C=CN2